8-benzyl-3-(trifluoromethyl)-6,6a,7,8,9,10-hexahydro-5H-pyrazino[1,2-a][1,8]naphthyridin-5-one C(C1=CC=CC=C1)N1CC2N(C=3N=CC(=CC3C(C2)=O)C(F)(F)F)CC1